CC1(CC=2N3CCNC(C3=CC2C1)=O)C 4,4-Dimethyl-1,10-diazatricyclo[6.4.0.02,6]dodeca-2(6),7-dien-9-one